N-[(1S)-2-[[1-[2-cyclopropyl-1-[3-(2,2,2-trifluoroethyl)-triazol-4-yl]ethyl]-3-fluoro-pyrazol-4-yl]amino]-1-(4,4-difluorocyclohexyl)-2-oxo-ethyl]-2-isopropyl-pyrazole-3-carboxamide C1(CC1)CC(C=1N(N=NC1)CC(F)(F)F)N1N=C(C(=C1)NC([C@H](C1CCC(CC1)(F)F)NC(=O)C=1N(N=CC1)C(C)C)=O)F